FC1=C(C=CC(=C1)C(F)(F)F)CO[C@H]1C[C@H]2CN([C@@H]1C2)C(=O)N2C[C@@H]1[C@@H](OCC(N1)=O)CC2 |o1:13,15,18| (4aR,8aS)-6-[rel-(1R,4S,6S)-6-[[2-fluoro-4-(trifluoromethyl)phenyl]methoxy]-2-azabicyclo[2.2.1]heptane-2-carbonyl]-4,4a,5,7,8,8a-hexahydropyrido[4,3-b][1,4]oxazin-3-one